4-(5-(trifluoromethyl)pyrimidin-2-yl)piperazine-1-carbonitrile FC(C=1C=NC(=NC1)N1CCN(CC1)C#N)(F)F